N-(tert-butoxycarbonyl)-S-(5-isopropyl-3,8-dimethylazulen-1-yl)-D-cysteine methyl ester COC([C@H](NC(=O)OC(C)(C)C)CSC1=CC(=C2C=C(C=CC(=C12)C)C(C)C)C)=O